(1R)-N-(7-chloro-6-(1-((3S,4S)-4-fluoro-3-methyltetrahydrofuran-3-yl)piperidin-4-yl)isoquinolin-3-yl)-6-oxaspiro[2.5]octane-1-carboxamide ClC1=C(C=C2C=C(N=CC2=C1)NC(=O)[C@@H]1CC12CCOCC2)C2CCN(CC2)[C@]2(COC[C@H]2F)C